COC(C)OC1=CC=C(C=C)C=C1 p-(1-methoxyethoxy)styrene